C(C)(C)(C)OC(=O)O[C@@H]1[C@H]([C@H](N(C1)C(=O)OC(C)(C)C)CC1=CC=C(C=C1)OC)OC(C1=CC(=C(C=C1)F)S(N(C)C)(=O)=O)=O tert-butyl (2R,3S,4S)-4-[(tert-butoxycarbonyl) oxy]-3-[3-(dimethylsulfamoyl)-4-fluorobenzoyloxy]-2-[(4-methoxyphenyl)methyl]pyrrolidine-1-carboxylate